3-chloro-N-{6-[3-(prop-2-enamido)phenyl]quinolin-4-yl}benzamide ClC=1C=C(C(=O)NC2=CC=NC3=CC=C(C=C23)C2=CC(=CC=C2)NC(C=C)=O)C=CC1